tributyl-(1-ethylimidazol-4-yl)stannane C(CCC)[Sn](C=1N=CN(C1)CC)(CCCC)CCCC